FC(=C(C(C(C(C(C(C(C(F)(F)F)(F)F)(F)F)(F)F)(F)F)(F)F)(F)F)F)C(=C(F)F)F perfluorononenyl-trifluoroethylene